FC(C1CCN(CC1)C(=O)OC(C)(C)C)S(=O)(=O)C1=CC(=NN1C)C(F)(F)F tert-Butyl 4-(fluoro((1-methyl-3-(trifluoromethyl)-1H-pyrazol-5-yl)sulfonyl)methyl)piperidine-1-carboxylate